O[C@@H](C(=O)N(C)C1CCC(CC1)N1N=C2C=C(C(=CC2=C1)C(=O)NC=1C(N(C=CC1)C=1C=NN(C1)C)=O)OC)C 2-((1R,4R)-4-((R)-2-hydroxy-N-methylpropanamidyl)cyclohexyl)-6-methoxy-N-(1-(1-methyl-1H-pyrazol-4-yl)-2-oxo-1,2-dihydropyridin-3-yl)-2H-indazole-5-carboxamide